OC(CO)C1=C(C=CC(=C1)N)N 2-(1,2-dihydroxyethyl)-p-Phenylenediamine